C(C)(C)(C)OC(=O)N1CC(C1)(C1=NC=CC=C1)NC(COC)=O.C(=O)C1=CC=C(C(=O)N(CC#C)C)C=C1 4-formyl-N-methyl-N-(prop-2-yn-1-yl)benzamide Tert-Butyl-3-(2-methoxyacetamido)-3-(pyridin-2-yl)azetidine-1-carboxylate